C(C1=CC=CC=C1)OC=1C(=C(C(=NC1C)NC(=O)C=1NC2=CC=C(C=C2C1)F)C)C N-(5-(benzyloxy)-3,4,6-trimethylpyridin-2-yl)-5-fluoro-1H-indole-2-carboxamide